N-((4,4-difluorocyclohexyl)(4-fluoro-5-((2-oxo-4-(trifluoromethyl)-imidazolidin-1-yl)methyl)benzo[d]oxazol-2-yl)methyl)-1-ethyl-1H-pyrazole-5-carboxamide FC1(CCC(CC1)C(NC(=O)C1=CC=NN1CC)C=1OC2=C(N1)C(=C(C=C2)CN2C(NC(C2)C(F)(F)F)=O)F)F